C(C=C)C1=C(C(=C(C=C1)OC1=C(C(=C(C=C1)CC=C)CC1CO1)CCCCCCCCC)CCCCCCCCC)CC1CO1 allylglycidylnonylphenyl ether